chloro-calcium aluminum [Al].Cl[Ca]